(1-(4-chlorophenyl)-1H-pyrazole-3,4-diyl)bis(phenylmethanone) ClC1=CC=C(C=C1)N1N=C(C(=C1)C(=O)C1=CC=CC=C1)C(=O)C1=CC=CC=C1